NC1=NN2C(C=C(C=C2)C=2C(=NC(=C(C(=O)NCC3=NC=CC=C3OCC(F)(F)F)C2)OC)C)=N1 5-(2-amino-[1,2,4]triazolo[1,5-a]pyridin-7-yl)-2-methoxy-6-methyl-N-((3-(2,2,2-trifluoroethoxy)pyridin-2-yl)methyl)nicotinamide